6-(cyclopropanecarboxamido)-4-((7-fluoro-2,5-dimethyl-4,5-dihydro-[1,2,4]triazolo[1,5-a]quinoxalin-6-yl)amino)-N-(methyl-d3)pyridazine-3-carboxamide C1(CC1)C(=O)NC1=CC(=C(N=N1)C(=O)NC([2H])([2H])[2H])NC1=C2N(CC=3N(C2=CC=C1F)N=C(N3)C)C